FC(C=1C=C(C=C(C1)C(F)(F)F)C1=NN(C=N1)\C=C/C(=O)NN1C(C=2N(CC1)C=CN2)=O)(F)F (Z)-3-(3-(3,5-bis(trifluoromethyl)phenyl)-1H-1,2,4-triazol-1-yl)-N-(8-oxo-5,6-dihydroimidazo[1,2-a]pyrazin-7(8H)-yl)acrylamide